N1(C(CCC1)=O)CC(=O)OC methyl 2-pyrrolidoneacetate